C1=CC=CC=2C3=CC=CC=C3C(C12)COC(=O)N(C(C(=O)O)CCC1=CC(=C(C=C1)C(NC)=O)OC)C 2-((((9H-Fluoren-9-yl)methoxy)carbonyl)(methyl)amino)-4-(3-methoxy-4-(methylcarbamoyl)phenyl)butanoic acid